N-cyclopropyl-3-(difluoromethyl)-5-fluoro-N-[(2-isopropylphenyl)methyl]-1-methyl-pyrazole-4-carboxamide C1(CC1)N(C(=O)C=1C(=NN(C1F)C)C(F)F)CC1=C(C=CC=C1)C(C)C